Propa-2-En CC=C